ICC1N(CCC1)C(=O)OC(C)(C)C tert-butyl 2-(iodomethyl)-1-pyrrolidinecarboxylate